6-chloro-N-(4-(2-chlorophenyl)-5-cyanothiazol-2-yl)nicotinamide ClC1=NC=C(C(=O)NC=2SC(=C(N2)C2=C(C=CC=C2)Cl)C#N)C=C1